O=C1NC(CCC1N1C(N(C2=C1C=CC(=C2)CCCN2CC(NCC2)C(=O)O)C)=O)=O 4-[3-[1-(2,6-dioxo-3-piperidyl)-3-methyl-2-oxo-benzimidazol-5-yl]propyl]piperazine-2-carboxylic acid